NCC1CC2(C1)OC(N(C2)[C@@H](C)C=2C=CC=C1C(=C(NC21)C(=O)O)C=2C=NN(C2)C)=O 7-((S)-1-((2S,4r)-2-(aminomethyl)-6-oxo-5-oxa-7-azaspiro[3.4]oct-7-yl)ethyl)-3-(1-methyl-1H-pyrazol-4-yl)-1H-indole-2-carboxylic acid